3-methyl-6-(pyridin-4-yl)indolin-2-one CC1C(NC2=CC(=CC=C12)C1=CC=NC=C1)=O